COC=1C=C(C=CC1)N1C(CC1)=O 1-(3-methoxyphenyl)azetidin-2-one